C[C@@H]1N(S(C2=C(O1)C=CC(=C2)C)(=O)=O)C2=C(C=C(C(=O)O)C=C2)F (R)-4-(3,7-dimethyl-1,1-dioxido-3,4-dihydro-2H-benzo[b][1,4,5]oxathiazin-2-yl)-3-fluorobenzoic acid